BrC=1C(=C2C=NC(=NN2C1C1=NC=CC=C1)N[C@H]1[C@@H](COCC1)O)F (3S,4R)-4-((6-bromo-5-fluoro-7-(pyridin-2-yl)pyrrolo[2,1-f][1,2,4]triazin-2-yl)amino)tetrahydro-2H-pyran-3-ol